OC1=CC=C2C=NN(C2=C1NS(=O)(=O)C=1C=NC(=CC1)N1N=CC(=C1)C(F)(F)F)C N-(6-hydroxy-1-methylindazol-7-yl)-6-[4-(trifluoromethyl)pyrazol-1-yl]pyridine-3-sulfonamide